C(C)(C)C=1C(=NNC1C=1C=C(C=2N(C1)N=CN2)OC)C2=NC=C(C=C2)C2CCN(CC2)CCC(F)(F)F 6-(4-isopropyl-3-(5-(1-(3,3,3-trifluoropropyl)piperidin-4-yl)pyridin-2-yl)-1H-pyrazol-5-yl)-8-methoxy-[1,2,4]triazolo[1,5-a]pyridine